1-chloro-4,4,5,5-tetramethylimidazolidin-2-one ClN1C(NC(C1(C)C)(C)C)=O